5-bromo-N-(1-(methylsulfonyl)piperidin-4-yl)thiazol-2-amine BrC1=CN=C(S1)NC1CCN(CC1)S(=O)(=O)C